1-(2,2,2-trifluoroethyl)-1H-pyrazol-3-carboxyamide FC(CN1N=C(C=C1)CC(=O)N)(F)F